(R)-3-(3-((6-methylpyridin-2-yl)methoxy)phenyl)isoxazolidine CC1=CC=CC(=N1)COC=1C=C(C=CC1)[C@@H]1NOCC1